mono-1-decenyl ether C(=CCCCCCCCC)OC=CCCCCCCCC